5-oxo-4,5,8,9-tetrahydrothieno[3,4-c][2,7]naphthyridine-7(6H)-carboxylic acid tert-butyl ester C(C)(C)(C)OC(=O)N1CCC=2C=3C(NC(C2C1)=O)=CSC3